ClC1=NC(=CC(=N1)N1C[C@@H](N(CC1)C(=O)OCC1=CC=CC=C1)CC#N)C(NC1=CC(=CC2=CC=CC=C12)OC)=O benzyl (S)-4-(2-chloro-6-((3-methoxynaphthalen-1-yl)carbamoyl)pyrimidin-4-yl)-2-(cyanomethyl)piperazine-1-carboxylate